OC(=O)C(F)(F)F.NCC1CN(C2=CC=CC(=C2C1)OCC1=CC(NC(N1)=O)=O)C1=CC=C(C=C1)C(F)(F)F 6-(((3-(aminomethyl)-1-(4-(trifluoromethyl)phenyl)-1,2,3,4-tetrahydroquinolin-5-yl)oxy)methyl)pyrimidine-2,4(1H,3H)-dione TFA salt